BrC1=NC(=CC(=C1)C1CN(CC(O1)C(F)F)C(=O)OC(C)(C)C)Cl tert-butyl 2-(2-bromo-6-chloropyridin-4-yl)-6-(difluoromethyl)morpholine-4-carboxylate